((3aR,4S,6aS)-2,2-dimethyltetrahydrothieno[3,4-d][1,3]dioxol-4-yl)methanol CC1(O[C@@H]2[C@H](O1)CS[C@H]2CO)C